BrC1=C(CN(C(C=2C(=CC(C(C2)(C)Cl)O)O)=O)C)C=C(C(=C1OC)OC)OC N-(2-bromo-3,4,5-trimethoxybenzyl)-5-chloro-2,4-dihydroxy-5-methyl-N-methylbenzamide